N-(3-chloro-4-fluorophenyl)-4-(5-(1,4-dimethyl-1H-pyrazol-5-yl)-5-hydroxyoctahydropentalen-2-yl)-1-methyl-1H-imidazole-5-carboxamide ClC=1C=C(C=CC1F)NC(=O)C1=C(N=CN1C)C1CC2CC(CC2C1)(O)C1=C(C=NN1C)C